C1(CCCC1)C(CC(=O)OCC)=O Ethyl 3-cyclopentyl-3-oxopropionate